5-(4-pyridyl)-1,3-benzenedicarboxaldehyde N1=CC=C(C=C1)C=1C=C(C=C(C1)C=O)C=O